C(=O)C1=NC=C(C(C1OCC)=O)OCC 2-formyl-3,5-diethoxypyridine-4-one